(2-Furyl)guanosine O1C(=CC=C1)[C@@]1([C@H](O)[C@H](O)[C@@H](CO)O1)N1C=NC=2C(=O)NC(N)=NC12